C(=O)(O)CN1CCN(CCN(CCN(CC1)CC(=O)O)CC(=O)O)CC(=O)O 1,4,7,10-tetrakis(carboxymethyl)-1,4,7,10-tetraazacyclododecane